COCCOC1=CC(=NC(=N1)C=1N(C=CN1)C)C(=O)NC1=CC(=NC=C1)C(F)(F)F 6-(2-methoxyethoxy)-2-(1-methyl-1H-imidazol-2-yl)-N-[2-(trifluoromethyl)pyridin-4-yl]pyrimidine-4-carboxamide